N-((1r,2r,4s)-7-oxabicyclo[2.2.1]hept-2-yl)-2-((4-chloropyrimidin-5-yl)oxy)-5-fluoro-N-isopropylbenzamide [C@H]12[C@@H](C[C@H](CC1)O2)N(C(C2=C(C=CC(=C2)F)OC=2C(=NC=NC2)Cl)=O)C(C)C